NC1=C(C=C(C=C1)N=NC1=CC=C2C=C(C=C(C2=C1)S(=O)(=O)O)S(=O)(=O)O)OC 7-(4-amino-3-methoxyphenylazo)naphthalene-1,3-disulfonic acid